(4-chlorophenyl)[4-(2-hydroxyethoxy)phenyl]methanone ClC1=CC=C(C=C1)C(=O)C1=CC=C(C=C1)OCCO